ClC1=C(C=CC=C1)C(C(C)C=1N(C(C(=C(N1)C(=O)OCC)OC)=O)C)C=1OC=NN1 ethyl 2-[1-(2-chlorophenyl)-1-(1,3,4-oxadiazol-2-yl)propan-2-yl]-5-methoxy-1-methyl-6-oxopyrimidine-4-carboxylate